N[C@H]1C[C@H](N(CC1)C(=O)N1CC2(CCCC2)C(CC1)CN1C(C=NC=C1)=O)C1=CC=CC=C1 1-((7-((2s,4r)-4-amino-2-phenylpiperidine-1-carbonyl)-7-azaspiro[4.5]dec-10-yl)methyl)pyrazin-2(1H)-one